C(C)(C)(C)C=1C=C(C(=C(C1)C)O)C 4-tertiary-butyl-2,6-xylenol